C1(=CC=CC=C1)C=1C=CC=2N(C1C(C(=O)N)C1=CC=C(C=C1)C#N)C=NC2 (6-phenylimidazo[1,5-a]pyridin-5-yl)-2-(4-cyanophenyl)acetamide